butyl-imidazole bromide salt [Br-].C(CCC)C=1NC=CN1